4-(4-(5-(4'-(methoxycarbonyl)-[1,1'-biphenyl]-4-carboxamido)thiophen-2-yl)benzamido)-1-naphthoic acid COC(=O)C1=CC=C(C=C1)C1=CC=C(C=C1)C(=O)NC1=CC=C(S1)C1=CC=C(C(=O)NC2=CC=C(C3=CC=CC=C23)C(=O)O)C=C1